methyl (CIS)-3-(6-hydroxypyridin-2-yl)-2-((((CIS)-4-phenylcyclohexyl)oxy)-methyl)piperidine-1-carboxylate OC1=CC=CC(=N1)[C@@H]1[C@@H](N(CCC1)C(=O)OC)CO[C@@H]1CC[C@@H](CC1)C1=CC=CC=C1